1,3-diphenyl-1H-benzimidazolium C1(=CC=CC=C1)[NH+]1CN(C2=C1C=CC=C2)C2=CC=CC=C2